3-((3-chloro-4-(trifluoromethoxy)benzyl)amino)-N-(3-((6-(6-oxo-1,6-dihydropyridazin-4-yl)-1H-indazol-4-yl)amino)propyl)propanamide ClC=1C=C(CNCCC(=O)NCCCNC2=C3C=NNC3=CC(=C2)C=2C=NNC(C2)=O)C=CC1OC(F)(F)F